CCOC(=O)C(=O)C1=CC=CC=C1 The molecule is the ethyl ester of phenylglyoxylic acid. Metabolite observed in cancer metabolism. It has a role as a human metabolite. It derives from a phenylglyoxylic acid.